[S-]SSS[S-].[Na+].[Na+] Natrium pentasulfid